methyl (2R,3S,5R)-3-amino-2-((((1R,3R,6S)-6-(5-fluoropyrimidin-2-yl)bicyclo[4.1.0]heptan-3-yl)oxy)methyl)-5-methylpyrrolidine-1-carboxylate N[C@@H]1[C@@H](N([C@@H](C1)C)C(=O)OC)CO[C@H]1C[C@H]2C[C@]2(CC1)C1=NC=C(C=N1)F